FC1(CN(CC1)CCC1=NN(C(C(=C1)C)=O)[C@H](C(=O)O)CC(C)C)F (S)-2-(3-(2-(3,3-difluoropyrrolidin-1-yl)ethyl)-5-methyl-6-oxopyridazine-1(6H)-yl)-4-methylpentanoic acid